O1-tert-butyl O2-[7,7-dimethyl-8-oxo-8-(4-pentylnonoxy)octyl] (2S,4S)-4-hydroxypyrrolidine-1,2-dicarboxylate O[C@H]1C[C@H](N(C1)C(=O)OC(C)(C)C)C(=O)OCCCCCCC(C(OCCCC(CCCCC)CCCCC)=O)(C)C